FC=1C=C(CNC(OC(C)(C)C)=O)C=CC1C=1N=C2SC3=C(N2C1)C=CC(=C3)C(NCCCN3CCCCC3)=O tert-butyl (3-fluoro-4-(7-((3-(piperidin-1-yl)propyl)carbamoyl)benzo[d]imidazo[2,1-b]thiazol-2-yl)benzyl)carbamate